FC(C1=CC(=NN1CC=1SC(=CN1)C(=O)O)C1=NC(=NO1)C1(CC1)C1=C(C=CC=C1)C)F 2-((5-(difluoromethyl)-3-(3-(1-(o-tolyl)cyclopropyl)-1,2,4-oxadiazol-5-yl)-1H-pyrazol-1-yl)methyl)thiazole-5-carboxylic acid